ClC=1C(=C(NC=2C3=C(N=CN2)C=CC(=N3)C3CN(CCC3)C(=O)OC(C)(C)C)C=CC1F)F tert-butyl 3-[4-(3-chloro-2,4-difluoro-anilino)pyrido[3,2-d]pyrimidin-6-yl]piperidine-1-carboxylate